2-isopropyl-1,3-dimethoxypropane C(C)(C)C(COC)COC